ClC1=NC=CC(=N1)NC1=NC(=NC=C1)NC1=CC=C(C=C1)N1CCNCC1 N4-(2-Chloropyrimidin-4-yl)-N2-(4-(piperazin-1-yl)phenyl)pyrimidine-2,4-diamine